Racemic-tert-butyl (4R)-4-[(1S)-5-ethoxy-1-isobutyl-5-oxo-pentyl]-2,2-dimethyl-oxazolidine-3-carboxylate C(C)OC(CCC[C@@H](CC(C)C)[C@H]1N(C(OC1)(C)C)C(=O)OC(C)(C)C)=O |r|